OC1=C(C(C(C1(C(CC=C(C)C)=O)O)CC=C(C)C)=O)C(C(CC)C)=O 3,4-dihydroxy-2-(2-methyl-1-oxobutyl)-4-(4-methyl-1-oxopent-3-enyl)-5-prenylcyclopent-2-en-1-one